Cl.Cl.C1(CCC1)N1CCC(CC1)OC1=CC=C(C=C1)NC(CN1CCOCC1)=O N-[4-(1-cyclobutylpiperidin-4-yloxy)phenyl]-2-(morpholin-4-yl)acetamide dihydrochloride